C[C@@H]1C=2N(CCN1)C(=NN2)C2=NC(=NS2)C (8R)-5,6,7,8-tetrahydro-8-methyl-3-(3-methyl-1,2,4-thiadiazole-5-yl)-1,2,4-triazolo[4,3-a]pyrazine